S=C[C@@H](O)[C@@H](O)[C@H](O)CO thiolyxose